2-(4-(1-phenyl-2,3-dihydro-1H-benzo[d]pyrrolo[1,2-a]imidazol-7-yl)phenyl)acetonitrile C1(=CC=CC=C1)C1CCC=2N1C1=C(N2)C=CC(=C1)C1=CC=C(C=C1)CC#N